N-(3-(((7-(1H-Pyrazol-4-yl)-2,3-dihydrofuro[3,2-c]pyridin-4-yl)amino)methyl)phenyl)-1-(2-(dimethylamino)ethyl)-1H-indazol-5-carboxamid N1N=CC(=C1)C=1C2=C(C(=NC1)NCC=1C=C(C=CC1)NC(=O)C=1C=C3C=NN(C3=CC1)CCN(C)C)CCO2